5-ethynyl-2-((4-(4-(3-fluoro-3-(hydroxymethyl)azetidin-1-yl)piperidin-1-yl)phenyl)amino)-8-phenylpyrido[2,3-d]pyrimidin-7(8H)-one C(#C)C1=CC(N(C=2N=C(N=CC21)NC2=CC=C(C=C2)N2CCC(CC2)N2CC(C2)(CO)F)C2=CC=CC=C2)=O